5-(4,6-bis((S)-3-methylmorpholino)-1,3,5-triazin-2-yl)-4-(difluoromethyl)pyridin-2-amine C[C@H]1COCCN1C1=NC(=NC(=N1)N1[C@H](COCC1)C)C=1C(=CC(=NC1)N)C(F)F